(S)-(1-(2-(1-(difluoromethyl)-4-nitro-1H-pyrazol-5-yl)pyridin-4-yl)but-3-en-1-yl)carbamic acid tert-butyl ester C(C)(C)(C)OC(N[C@@H](CC=C)C1=CC(=NC=C1)C1=C(C=NN1C(F)F)[N+](=O)[O-])=O